3-fluoro-N-(quinolin-8-yl)pyridine-2-sulfonamide FC=1C(=NC=CC1)S(=O)(=O)NC=1C=CC=C2C=CC=NC12